1-allyloxy-2-hydroxypropanesulfonic acid C(C=C)OC(C(C)O)S(=O)(=O)O